CS(=O)(=O)N1CC(=CCC1)N1N=C(C=CC1=O)C(=O)N 1-(1-methanesulfonyl-1,2,5,6-tetrahydropyridin-3-yl)-6-oxo-1,6-dihydropyridazine-3-carboxamide